(4-nitro-[[1,1'-biphenyl]-3-yl] amino) piperidine-1-carboxylate N1(CCCCC1)C(=O)ONC=1C=C(C=CC1[N+](=O)[O-])C1=CC=CC=C1